(R)-3-((1-(2-(4-Benzoylpiperazin-1-yl)-3,6-dimethyl-4-oxo-3,4-dihydroquinazolin-8-yl)ethyl)amino)-6-chloropicolinic acid C(C1=CC=CC=C1)(=O)N1CCN(CC1)C1=NC2=C(C=C(C=C2C(N1C)=O)C)[C@@H](C)NC=1C(=NC(=CC1)Cl)C(=O)O